4-[2-[(2S,3R)-3-fluoro-2-methyl-azetidin-1-yl]-6,7-dihydro-5H-cyclopenta[d]pyrimidin-4-yl]benzenesulfonamide F[C@H]1[C@@H](N(C1)C=1N=C(C2=C(N1)CCC2)C2=CC=C(C=C2)S(=O)(=O)N)C